COC(C1=C(C=C(C=C1)C1=CC=CC=2CN(COC21)C(=O)C=2C(=C1C=CN(C1=CC2)C)Cl)N2CCOCC2)=O 4-[3-(4-Chloro-1-methylindole-5-carbonyl)-2,4-dihydro-1,3-benzoxazin-8-yl]-2-morpholin-4-ylbenzoic acid methyl ester